FC1=C(OCCCC2=C(N=CS2)C(=O)O)C=CC(=C1)CCCNC 5-(3-{2-fluoro-4-[3-(methylamino)propyl]phenoxy}propyl)-1,3-thiazole-4-carboxylic acid